BrC=1C=CC=2C=3N(C(NC2C1)=O)C=CC3 8-Bromo-6H-pyrrolo[1,2-c]quinazolin-5-one